C1(CC1)C1=NC(=CC(=N1)C(=O)OCC)CN1CCCCC1 ethyl 2-cyclopropyl-6-(piperidin-1-ylmethyl)pyrimidine-4-carboxylate